BrC=1C=NN(C1)C1CCS(CC1)(=N)=O 4-(4-bromopyrazol-1-yl)-1-imino-thiane 1-oxide